P([O-])([O-])=O.F[P-](F)(F)(F)(F)F.CC1=CC=C(C=C1)[S+](C1=CC=C(C=C1)C)C1=CC=C(C=C1)C.CC1=CC=C(C=C1)[S+](C1=CC=C(C=C1)C)C1=CC=C(C=C1)C.CC1=CC=C(C=C1)[S+](C1=CC=C(C=C1)C)C1=CC=C(C=C1)C tris(4-methylphenyl)sulfonium hexafluorophosphate (Phosphonate)